N-methyl-diethylamine CN(CC)CC